6-[[5-[(6-cyano-4-methyl-3-pyridyl)amino]-3-methyl-imidazo[4,5-b]pyridin-7-yl]amino]-N,N-dimethylpyridine-3-carboxamide C(#N)C1=CC(=C(C=N1)NC1=CC(=C2C(=N1)N(C=N2)C)NC2=CC=C(C=N2)C(=O)N(C)C)C